sodium 9-(4-((1-(3-fluoropropyl)azetidin-3-yl)methyl)phenyl)-8-(cis-1,3a,4,5,6,6a-hexahydropentalen-2-yl)-6,7-dihydro-5H-benzo[7]annulene-3-carboxylate FCCCN1CC(C1)CC1=CC=C(C=C1)C1=C(CCCC2=C1C=CC(=C2)C(=O)[O-])C=2C[C@H]1CCC[C@H]1C2.[Na+]